5-Bromo-3-fluoro-2-(trifluorometh-yl)pyridine BrC=1C=C(C(=NC1)C(F)(F)F)F